C[C@H]1[C@H]([C@H]([C@@H]([C@@H](O1)O[C@@H]2[C@H]([C@H]([C@H](O[C@H]2O[C@@H]3[C@H](O[C@H]([C@@H]([C@H]3O)NC(=O)C)OCCCCCCC=C)CO)CO)O)O[C@@H]4[C@@H]([C@H]([C@H]([C@H](O4)CO)O)O)O)O)O)O The molecule is a glycoside formed between the branched tetrasaccharide alpha-L-Fuc-(1->2)-[alpha-D-Gal-(1->3)]-beta-D-Gal-(1->4)-beta-D-GlcNAc and the alkenyl alcohol oct-7-en-1-ol. It contains an alpha-L-Fucp-(1->2)-[alpha-D-Galp-(1->3)]-beta-D-Galp-(1->4)-beta-D-GlcpNAc-yl group. It derives from an oct-7-en-1-ol.